OS(=O)(=O)C(F)(F)F.N1C(=CC2=CC=CC=C12)N1CCC2=CC=CC=C12 indolylindoline triflate salt